((1-(cyclopropylamino)cyclopentyl)methyl)-4-(pyridin-4-ylethynyl)benzamide C1(CC1)NC1(CCCC1)CC1=C(C(=O)N)C=CC(=C1)C#CC1=CC=NC=C1